O=C1NC(CCC1N1C(C2=CC=C(C=C2C1=O)N1CCN(CC1)CCC1CCN(CC1)CC1=NC=C(C=C1F)C=1C=CC=2C3=C(N(C2C1)C)C=CN=C3)=O)=O 2-(2,6-dioxopiperidin-3-yl)-5-(4-(2-(1-((3-fluoro-5-(5-methyl-5H-pyrido[4,3-b]indol-7-yl)pyridin-2-yl)methyl)piperidin-4-yl)ethyl)piperazin-1-yl)isoindoline-1,3-dione